C(\C=C\C(=O)O)(=O)O.OCC(CO)N(CCC[C@H](C(C)C)N1CC2(C1)CN(CC2)C=2N=CN=NC2OC2=C(C(=O)N(C(C)C)CC)C=C(C=C2)F)C (R)-2-((5-(2-(6-((1,3-dihydroxypropan-2-yl)(methyl)amino)-2-methylhex-3-yl)-2,6-diazaspiro[3.4]oct-6-yl)-1,2,4-triazin-6-yl)oxy)-N-ethyl-5-fluoro-N-isopropylbenzamide fumarate